3-fluoro-4-((7-methoxy-1H-imidazo[4,5-c][1,8]naphthyridin-1-yl)methyl)benzene-sulfonamide nitrogen (nitrate) [N+](=O)([O-])[O-].[N+3].FC=1C=C(C=CC1CN1C=NC=2C=NC=3N=C(C=CC3C21)OC)S(=O)(=O)N.[N+](=O)([O-])[O-].[N+](=O)([O-])[O-]